Trifluoroammonium acetate C(C)(=O)[O-].F[NH+](F)F